COC1=C(C=C(C=C1)C(=O)NC2=C(C=NC=C2Cl)Cl)OC3CCCC3 The molecule is a monocarboxylic acid amide resulting from the formal condensation of the carboxy group of 3-(cyclopentyloxy)-4-methoxybenzoic acid with the primary amino group of 3,5-dichloropyridin-4-amine. It has a role as a phosphodiesterase IV inhibitor, an anti-asthmatic drug, a bronchodilator agent and an anti-inflammatory agent. It is a monocarboxylic acid amide, a member of benzamides, a chloropyridine and an aromatic ether.